CC1=CC=C(C=C1)S(=O)(=O)[O-].CN(C)C1=CC=[NH+]C=C1 4-(N,N'-dimethylamino)pyridinium 4-toluenesulfonate